NC1=NC=NN2C1=C(C=C2C2=CC(=NN2C)C)C2=CC(=C(C=C2)NC(OC(C)(C)C)=O)OC tert-Butyl (4-(4-amino-7-(1,3-dimethyl-1H-pyrazol-5-yl)pyrrolo[2,1-F][1,2,4]triazin-5-yl)-2-methoxyphenyl)carbamate